The molecule is an L-ornithine derivative obtained by formal condensation of the carboxy group of anhydromevalonic acid with the hydroxylamine nitrogen of N(5)-hydroxy-L-ornithine. It is a homoallylic alcohol, a L-ornithine derivative, a non-proteinogenic alpha-amino acid and a hydroxamic acid. C/C(=C\\C(=O)N(CCC[C@@H](C(=O)O)N)O)/CCO